C1(CCCC1)CC1=CC=C(C=C1)C=1NC=2N(C(C1)=O)N=C(C2C(=O)N2CC(C2)CF)C2=NC=CC=N2 5-(4-(Cyclopentylmethyl)phenyl)-3-(3-(fluoromethyl)azetidine-1-carbonyl)-2-(pyrimidin-2-yl)pyrazolo[1,5-a]pyrimidin-7(4H)-one